N[C@@H](COC(C(F)(F)F)(C)C)C1=NC2=C(N1)C=C(C=C2)[C@H](NC(CC2CC(C2)(F)F)=O)C2CC2 N-((R)-(2-((R)-1-amino-2-((1,1,1-trifluoro-2-methylpropan-2-yl)oxy)ethyl)-1H-benzo[d]imidazol-6-yl)(cyclopropyl)methyl)-2-(3,3-difluorocyclobutyl)acetamide